FC(C1=CC=C(C=C1)N1N=NC(=C1)C=1C=C(C=C(C1)C1=CC=CC=C1)C(=O)O)(F)F 5-(1-(4-(trifluoromethyl)phenyl)-1H-1,2,3-triazol-4-yl)-[1,1'-biphenyl]-3-carboxylic acid